[N-]=[N+]=[N-].[Na+] sodium trinitride